(1r,4r)-N1-(3-chloro-6-(2,6-difluorophenyl)imidazo[1,2-b]pyridazin-8-yl)cyclohexane-1,4-diamine ClC1=CN=C2N1N=C(C=C2NC2CCC(CC2)N)C2=C(C=CC=C2F)F